5-fluoro-2-hydroxy-3-isopropylcyclohepta-2,4,6-trien FC1=CC(=C(CC=C1)O)C(C)C